OC1=C(C(=CC(=C1)C(F)(F)F)C)C1=CC2=C(N=N1)N(C=C2C#N)[C@H]2CNCCC2 3-[2-hydroxy-6-methyl-4-(trifluoromethyl)phenyl]-7-[(3R)-piperidin-3-yl]-7H-pyrrolo[2,3-c]pyridazine-5-carbonitrile